2-BROMO-5-(TRIFLUOROMETHYL)PYRIDINE BrC1=NC=C(C=C1)C(F)(F)F